(R)-di(4-fluorophenyl)(1-(8-methoxy-1,3-dimethylpyrrolo[1,2-a]quinoxalin-4-yl)naphthalen-2-yl)phosphin oxide FC1=CC=C(C=C1)P(C1=C(C2=CC=CC=C2C=C1)C=1C=2N(C3=CC(=CC=C3N1)OC)C(=CC2C)C)(C2=CC=C(C=C2)F)=O